ethyl 4-(3-bromo-4-(isobutyryloxy)phenyl)-6-methyl-2-oxo-1,2,3,4-tetrahydropyrimidine-5-carboxylate BrC=1C=C(C=CC1OC(C(C)C)=O)C1NC(NC(=C1C(=O)OCC)C)=O